C(C(C)=NO)=NO pyruvaldehyde dioxime